[Al].[Cu].[Al] aluminum-copper aluminum